Cl.ClC=1C=CC(=NC1)CN1C(=NC2=C1C=CC=C2)N2C[C@H]([C@H](CC2)F)N (3R,4S)-1-(1-((5-Chloropyridin-2-yl)methyl)-1H-benzo[d]imidazol-2-yl)-4-fluoropiperidin-3-amine hydrochloride